[C@@H]12CS(C[C@H]2C1C(=O)[O-])(=O)=O (1R,5S,6s)-3-thiabicyclo[3.1.0]hexane-6-carboxylate 3,3-dioxide